C1(=CC=CC=C1)CS(=O)(=O)OC1=C(O[C@](C1=O)([2H])C1=C(C=C(C=C1)OC)OC)N (R)-2-amino-5-(2,4-dimethoxyphenyl)-4-oxo-4,5-dihydrofuran-3-yl-5-d phenylmethanesulfonate